ClC1=CC=C(NC2=NC=NC3=CC=C4C(=C23)SC(=N4)C([O-])=N)C=C1 9-(4-chloroanilino)-[1,3]thiazolo[5,4-f]quinazoline-2-carboximidate